1-(2-(aminomethyl)-6-cyclopropylimidazo[1,2-a]pyridin-8-yl)-3-methyl-dihydropyrimidine-2,4(1H,3H)-dione NCC=1N=C2N(C=C(C=C2N2C(N(C(CC2)=O)C)=O)C2CC2)C1